OC=1C=C2C(=C(C(=C(C2=CC1C)C)C(=O)O)C)C 6-hydroxy-1,3,4,7-tetramethyl-2-naphthoic acid